NC1=C(C=C(C=N1)C=1C=NC(=CC1)F)C(=O)N[C@@H]1[C@H](CCC1)OCC1=CC=C(C=C1)C=1C=C2CC[C@@H](C2=CC1)N1CCN(CC1)CCO 6-amino-6'-fluoro-N-{(1S,2S)-2-[(4-{(1S)-1-[4-(2-hydroxyethyl)piperazin-1-yl]-2,3-dihydro-1H-inden-5-yl}phenyl)methoxy]cyclopentyl}[3,3'-bipyridine]-5-carboxamide